2-cyano-2-(oximino)acetic acid ethyl ester C(C)OC(C(=NO)C#N)=O